4-(cyclobutylamino)-2-(4-methyltetrahydro-2H-pyran-4-ylamino)pyrimidine-5-carboxamide C1(CCC1)NC1=NC(=NC=C1C(=O)N)NC1(CCOCC1)C